1-bromo-3-methanesulfonyl-5-(trifluoromethoxy)benzene BrC1=CC(=CC(=C1)OC(F)(F)F)S(=O)(=O)C